9-(2-bromoethyl)-2,7-dimethyl-9H-carbazole BrCCN1C2=CC(=CC=C2C=2C=CC(=CC12)C)C